C(C)C=1C(NC=2C=C(C=NC2C1)CN1[C@H](CN(CC1)C=1C=CC(=NC1)C(=O)NC)C)=O (S)-5-(4-((7-ethyl-6-oxo-5H-1,5-naphthyridin-3-yl)methyl)-3-methylpiperazine-1-yl)-N-methylpyridine-2-carboxamide